dimethyltetracyanoanthraquinone CC=1C(=C2C(C=3C(=C(C(=C(C3C(C2=CC1)=O)C#N)C#N)C#N)C#N)=O)C